vinyl hexenoate C(C=CCCC)(=O)OC=C